2-Ethylhexyl-(6-isocyanatohexyl)-carbamate C(C)C(COC(NCCCCCCN=C=O)=O)CCCC